FC1CN(C1)[C@H]1COC2=CC=CC=C2[C@@H]1NC1=NC=CC2=C1C=C(N2)C(F)(F)F N-((3R,4S)-3-(3-FLUOROAZETIDIN-1-YL)CHROMAN-4-YL)-2-(TRIFLUOROMETHYL)-1H-PYRROLO[3,2-C]PYRIDIN-4-AMINE